dideutero-N,N-di(trideuteromethyl)tryptamine [2H]C(N(C([2H])([2H])[2H])C([2H])([2H])[2H])(CC1=CNC2=CC=CC=C12)[2H]